3-(1-methyl-1,7-diazaspiro[3.5]nonan-7-yl)benzene-1,2-diamine CN1CCC12CCN(CC2)C2=C(C(=CC=C2)N)N